(1,1')-bipiperidinium [NH+]1(CCCCC1)[NH+]1CCCCC1